diisobutyl-(dec-8-en-1-yl)aluminum C(C(C)C)[Al](CCCCCCCC=CC)CC(C)C